C(#N)C[C@@H]1N(CCN(C1)C1=CC(=NC=2CNCCC12)OC1CCN(CC1)C)C(=O)[O-] (S)-2-(cyanomethyl)-4-(2-((1-methylpiperidin-4-yl)oxy)-5,6,7,8-tetrahydro-1,7-Naphthyridin-4-yl)piperazine-1-carboxylate